N-[5-[(2-amino-3-fluoro-4-pyridinyl)methyl]-4-methyl-3-pyridinyl]pyrimidin-2-amine NC1=NC=CC(=C1F)CC=1C(=C(C=NC1)NC1=NC=CC=N1)C